OCCCOC(C1=CN=CC=C1)=O 3-hydroxypropylnicotinate